aziridine-2-carboxamide hydrochloride Cl.N1C(C1)C(=O)N